[Pb].[Sn] tin Lead